methyl 5-oxovalerate O=CCCCC(=O)OC